FC1=C(CN2N=C(C=C2)C2=CC=CC(=N2)[C@](CS(=O)(=O)N)(C)O)C=C(C=C1)OC(F)(F)F (S)-2-(6-(1-(2-fluoro-5-(trifluoromethoxy)benzyl)-1H-pyrazol-3-yl)pyridin-2-yl)-2-hydroxy-propane-1-sulfonamide